C1(CCCC1)C1=NN(C=C1)C(C)C1=NC(=NO1)C1CNCC12CN(C2)C(=O)[C@@H]2C(C2)(C)C (8-(5-(1-(3-cyclopentyl-1H-pyrazol-1-yl)ethyl)-1,2,4-oxadiazol-3-yl)-2,6-diazaspiro[3.4]octan-2-yl)((S)-2,2-dimethylcyclopropyl)methanone